FC=1C=CC=C2CCCN(C12)CC1=NC2=CC=C(C=C2C(N1)=O)OC 2-[(8-fluoro-3,4-dihydro-2H-quinolin-1-yl)methyl]-6-methoxy-3H-quinazolin-4-one